N-isobutoxy-2-chlorobenzamide C(C(C)C)ONC(C1=C(C=CC=C1)Cl)=O